3-(2-Imino-3-methyl-8-(quinolin-3-yl)-2,3-dihydro-1H-imidazo[4,5-c]quinolin-1-yl)-4-methylbenzonitrile N=C1N(C2=C(C=NC=3C=CC(=CC23)C=2C=NC3=CC=CC=C3C2)N1C)C=1C=C(C#N)C=CC1C